(R)-5-(5-(1-(3,5-dichloro-2-fluoropyridin-4-yl)ethoxy)-1H-indazol-3-yl)-2-(pyrrolidin-1-yl)nicotinonitrile ClC=1C(=NC=C(C1[C@@H](C)OC=1C=C2C(=NNC2=CC1)C=1C=NC(=C(C#N)C1)N1CCCC1)Cl)F